CN(S(=O)(=O)C1=CC=C(C=C1)/C=C/C(=O)N[C@H]1[C@@H](C(OC2=CC3=C(C=C12)C=CC(O3)=O)(C)C)O)C (E)-3-(4-(N,N-dimethylsulfamoyl)phenyl)-N-((3S,4R)-3-hydroxy-2,2-dimethyl-8-oxo-2,3,4,8-tetrahydropyrano[3,2-g]chromen-4-yl)acrylamide